but-3-en-1-yl (2E,4E)-5-(3,4-dihydroxyphenyl)penta-2,4-dienoate OC=1C=C(C=CC1O)/C=C/C=C/C(=O)OCCC=C